2-(3-azabicyclo[3.1.0]hex-3-yl)-N-(6-(1-methyl-1H-pyrazol-4-yl)isoquinolin-3-yl)acetamide C12CN(CC2C1)CC(=O)NC=1N=CC2=CC=C(C=C2C1)C=1C=NN(C1)C